(R)-2-((2,2-dimethyl-1,3-dioxolan-4-yl)methoxy)pyrimidin-5-amine CC1(OC[C@H](O1)COC1=NC=C(C=N1)N)C